6-(3-amino-6-(4-(4-methylpiperazin-1-yl)phenyl)pyridazin-4-yl)-3,4-dihydroisoquinolin-1(2H)-one NC=1N=NC(=CC1C=1C=C2CCNC(C2=CC1)=O)C1=CC=C(C=C1)N1CCN(CC1)C